OCC(=O)N1CCN(CC1)CCOC=1C=C2C(C3=C(C4=C(O3)C=CC=C4)C(C2=CC1)=O)(C)C 8-{2-[4-(2-Hydroxy-acetyl)-piperazin-1-yl]-ethoxy}-6,6-dimethyl-6H-benzo[b]naphtho[2,3-d]furan-11-one